5-(6-methoxy-2-azaspiro[3.3]heptan-2-yl)-2,7-naphthyridin-1-one COC1CC2(CN(C2)C2=C3C=CNC(C3=CN=C2)=O)C1